(R)-benzyl 3-(((S)-2-hydroxy-3-(3-sulfamoylphenoxy)propyl)amino)-1-oxa-8-azaspiro[4.5]decane-8-carboxylate O[C@@H](CN[C@H]1COC2(C1)CCN(CC2)C(=O)OCC2=CC=CC=C2)COC2=CC(=CC=C2)S(N)(=O)=O